Cl[Si](C1=CC=CC=C1)(OC)OC chlorodimethoxyphenylsilane